p-Ethynyl-phenylalanine methyl-4-[4-(tert-butoxycarbonyl)piperazin-1-yl]-2-methylindazole-7-carboxylate CC=1N(N=C2C(=CC=C(C12)N1CCN(CC1)C(=O)OC(C)(C)C)C(=O)O)C.C(#C)C1=CC=C(C[C@H](N)C(=O)O)C=C1